C(C)[C@@H]1N(C[C@H](N(C1)C1CCCC2=CC=CC=C12)CC)C=1C=2C(N(C(C1)=O)C)=CN(N2)CC#N 2-(7-((2S,5R)-2,5-diethyl-4-(1,2,3,4-tetrahydronaphthalen-1-yl)piperazin-1-yl)-4-methyl-5-oxo-4,5-dihydro-2H-pyrazolo[4,3-b]pyridin-2-yl)acetonitrile